C(C)(C)(C)OC(=O)C1CCN(CC1)C1=NC(=CN=C1C=1C=C(C2=C(C=CO2)C1)F)Cl (6-chloro-3-(7-fluorobenzofuran-5-yl)pyrazin-2-yl)piperidine-4-carboxylic acid tert-butyl ester